N-[5-[5-[(1-aminocyclobutyl)methoxy]-2-cyano-4-pyridyl]pyrazolo[1,5-a]pyridin-2-yl]cyclopropanecarboxamide NC1(CCC1)COC=1C(=CC(=NC1)C#N)C1=CC=2N(C=C1)N=C(C2)NC(=O)C2CC2